COC1=C(C=C2C(=NC=NC2=C1)NC=1C=CC=C2C=NN(C12)C)OC1CN(C1)C(C=C)=O 1-(3-((7-methoxy-4-((1-methyl-1H-indazol-7-yl)-amino)quinazolin-6-yl)-oxy)azetidin-1-yl)prop-2-en-1-one